C(C)[C@@H]1CN2CCC3=C([C@H]2C[C@@H]1/C(/C(=O)N(C)C)=C\OC)NC1=CC=CC(=C13)OC (E)-2-((2S,3S,12bR)-3-ethyl-8-methoxy-1,2,3,4,6,7,12,12b-octahydroindolo[2,3-a]quinolizin-2-yl)-3-methoxy-N,N-dimethylacrylamide